uridylic acid C1=CN(C(=O)NC1=O)[C@H]2[C@@H]([C@@H]([C@H](O2)COP(=O)(O)O)O)O